N-Cyclohexyl-2-((7-(4,4,5,5-tetramethyl-1,3,2-dioxaborolan-2-yl)naphthalen-2-yl)oxy)acetamide C1(CCCCC1)NC(COC1=CC2=CC(=CC=C2C=C1)B1OC(C(O1)(C)C)(C)C)=O